C(C)(C)(C)NC=C N-tert-butylvinylamine